COC(=O)C=1C=C(C=2N(C1)N=C(C2C)C=2N(C1=C(C=CC=C1C2)C2CN(C2)C(=O)C2CCC(CC2)O)CC2CC2)OC 2-(1-(cyclopropylmethyl)-7-(1-((1R,4R)-4-hydroxycyclohexane-1-carbonyl)azetidin-3-yl)-1H-indol-2-yl)-4-methoxy-3-methylpyrazolo[1,5-a]Pyridine-6-carboxylic acid methyl ester